NCC(CNC(=O)C(CCCN(C1=CC=C(C=C1)N=NC1=CC=C(C=C1)S(=O)(=O)O)C)C=O)C1=CC=C(C=C1)O 4-[4-({4-[3-amino-2-(4-hydroxyphenyl)propylcarbamoyl]-5-oxo-pentyl}-methyl-amino)-phenylazo]-benzenesulfonic acid